N-(7-chloro-1,8-naphthyridin-2-yl)acetamide ClC1=CC=C2C=CC(=NC2=N1)NC(C)=O